2,5,8-trihydroxy-6-methoxy-2-methyl-3H-benzo[g]chromen-4-one OC1(OC2=CC3=C(C(=C2C(C1)=O)O)C(=CC(=C3)O)OC)C